2,5-bis(sec-butylamino)-1,4-benzoquinone C(C)(CC)NC=1C(C=C(C(C1)=O)NC(C)CC)=O